ClC=1C(=CNC1)C(O)C1=C(C=C(C=C1)OC1=CC=CC=C1)Cl 4-chloro-3-((2-chloro-4-phenoxyphenyl)(hydroxy)methyl)-1H-pyrrole